O1C(=NC2=C1C=CC=C2)C(CCSCC[C@@H](C(=O)OC(C)(C)C)NC(=O)OC(C)(C)C)=O tert-butyl (2s)-4-[3-(1,3-benzoxazol-2-yl)-3-oxo-propyl]sulfanyl-2-(tert-butoxycarbonylamino)butanoate